ClC1=C(C=CC=C1)NC(NNC(C1=C(N=C(C=C1)C)C1=CC=C(C=C1)OC)=O)=O 4-(2-chlorophenyl)-1-(2-(4-methoxyphenyl)-6-methyl-nicotinoyl)semicarbazide